3-(8-chloroimidazo[1,2-a]pyridin-6-yl)-3-(4-methyl-4H-1,2,4-triazol-3-yl)cyclobutane-1-one ClC=1C=2N(C=C(C1)C1(CC(C1)=O)C1=NN=CN1C)C=CN2